C(CCCCCCCCC\C=C\CCCCCC)OC[C@@H](OC(CCCCCCC\C=C/C\C=C/CCCCC)=O)COP(=O)([O-])OCC[N+](C)(C)C 1-Vaccenyl-2-linoleoyl-sn-glycero-3-phosphocholine